BrC1=CC(=C(C=C1)N1N=C(N=C1C1=C(C=C(C=C1)F)F)OCC(=O)OCCOC)F methoxyethyl {[1-(4-bromo-2-fluorophenyl)-5-(2,4-difluorophenyl)-1H-1,2,4-triazol-3-yl]oxy}acetate